2-amino-4-oxo-5-(3-(trifluoromethyl)phenyl)-4,5-dihydrofuran-3-yl-5-d phenylmethanesulfonate C1(=CC=CC=C1)CS(=O)(=O)OC1=C(OC(C1=O)([2H])C1=CC(=CC=C1)C(F)(F)F)N